OC(CCCCC(=O)O)CCCCCCCC 6-Hydroxytetradecanoic acid